C(C)C(CO)CO 2-Ethyl-1,3-propanediol